(R)-5-((1-(5-Fluoro-2-hydroxyphenyl)ethyl)amino)-N-(4-methoxycyclohexyl)-3H-imidazo[4,5-b]Pyridine-3-carboxamide FC=1C=CC(=C(C1)[C@@H](C)NC1=CC=C2C(=N1)N(C=N2)C(=O)NC2CCC(CC2)OC)O